7-[5-chloro-4-methoxy-2-(5-methoxythiazol-2-yl)phenyl]-N-[(2,4-dimethoxyphenyl)methyl]cinnolin-4-amine ClC=1C(=CC(=C(C1)C1=CC=C2C(=CN=NC2=C1)NCC1=C(C=C(C=C1)OC)OC)C=1SC(=CN1)OC)OC